ClC1=CC(=C(COC2=CC=CC(=N2)C2CCN(CC2)CC2=NC=3C(=NC(=CC3)C(=O)O)N2C[C@H]2OCC2)C=C1)F 2-[(4-{6-[(4-chloro-2-fluorobenzyl)oxy]pyridin-2-yl}piperidin-1-yl)methyl]-3-[(2S)-oxetan-2-ylmethyl]-3H-imidazo[4,5-b]pyridine-5-carboxylic acid